TERT-BUTYL 2-{4-CHLORO-2-[(1S,2S,6R,8S)-2,9,9-TRIMETHYL-3,5-DIOXA-4-BORATRICYCLO[6.1.1.02,6]DECAN-4-YL]PHENYL}ACETATE tert-Butyl-2-(2-bromo-4-chlorophenyl)acetate C(C)(C)(C)OC(CC1=C(C=C(C=C1)Cl)Br)=O.ClC1=CC(=C(C=C1)CC(=O)OC(C)(C)C)B1O[C@]2([C@@H]3C([C@H](C[C@H]2O1)C3)(C)C)C